ClC1=NC=C(C(=N1)C1=CN=C2N1C=CC=C2)F 3-(2-chloro-5-fluoropyrimidin-4-yl)imidazo[1,2-a]pyridin